(R)-N-(8-methylisoquinolin-1-yl)-N-(piperidin-3-yl)-6-(pyridin-2-ylamino)nicotinamide CC=1C=CC=C2C=CN=C(C12)N(C(C1=CN=C(C=C1)NC1=NC=CC=C1)=O)[C@H]1CNCCC1